t-butoxide CC(C)(C)[O-]